CC1=C(C(C(=C1C)C)C(C)C)C(C)C 2,3,4-trimethyl-1,5-diisopropyl-1,3-cyclopentadiene